methano-1H-inden C12C(=CC3=CC=CC=C13)C2